1-(5-(5-chloro-2-methoxypyridin-4-yl)-1H-pyrazole-3-carbonyl)-N-((1s,4s)-4-methylcyclohexyl)piperidine-4-carboxamide ClC=1C(=CC(=NC1)OC)C1=CC(=NN1)C(=O)N1CCC(CC1)C(=O)NC1CCC(CC1)C